3',6'-dihydro[3,4'-bipyridine]-1'(2'H)-carboxylate N1=CC(=CC=C1)C=1CCN(CC1)C(=O)[O-]